(R)-4-chloro-6-(1-(3-(difluoromethyl)-2-fluorophenyl)ethylamino)-2-methylpyrimidine-5-carbaldehyde ClC1=NC(=NC(=C1C=O)N[C@H](C)C1=C(C(=CC=C1)C(F)F)F)C